1-[2-(difluoromethoxy)-6-fluoro-4-(trifluoromethyl)phenyl]-N-[(3R)-1-methylpiperidin-3-yl]pyrrolo[1,2-d][1,2,4]triazin-4-amine formate C(=O)O.FC(OC1=C(C(=CC(=C1)C(F)(F)F)F)C=1C=2N(C(=NN1)N[C@H]1CN(CCC1)C)C=CC2)F